(2'-chloro-5'H,7'H-spiro[cyclopropane-1,4'-thieno[2,3-c]pyran]-7'-yl)methan ClC1=CC2=C(C(OCC23CC3)C)S1